4-(3-(8-benzyloxyquinolin-2-yl)phenyl)-2,6-diphenyl-1,3,5-triazine C(C1=CC=CC=C1)OC=1C=CC=C2C=CC(=NC12)C=1C=C(C=CC1)C1=NC(=NC(=N1)C1=CC=CC=C1)C1=CC=CC=C1